FC1=CC=C(C=C1)C1(CCN(CC1)C(=O)N1C=NC=C1)C(=O)OC methyl 4-(4-fluorophenyl)-1-(imidazole-1-carbonyl)piperidine-4-carboxylate